C1(=CC=CC=C1)C1(C(C(C2NC3=CC=C(C(C3(C2(C1([2H])[2H])[2H])[2H])([2H])[2H])[2H])([2H])[2H])([2H])[2H])[2H] 3-phenyl-9H-carbazole-d12